1,3,5-tris(4-(anthracen-9-yloxy)butoxy)benzene C1=CC=CC2=CC3=CC=CC=C3C(=C12)OCCCCOC1=CC(=CC(=C1)OCCCCOC=1C2=CC=CC=C2C=C2C=CC=CC12)OCCCCOC=1C2=CC=CC=C2C=C2C=CC=CC12